1-([1,1'-biphenyl]-3-yl)-N-mesityl-1H-pyrrolo[2,3-b]pyridin-6-amine C1(=CC(=CC=C1)N1C=CC=2C1=NC(=CC2)NC2=C(C=C(C=C2C)C)C)C2=CC=CC=C2